(4-(1-ethoxyvinyl)-2-fluorophenyl)pyrrolidine-1-carboxylic acid tert-butyl ester C(C)(C)(C)OC(=O)N1C(CCC1)C1=C(C=C(C=C1)C(=C)OCC)F